fluoro-deoxyuridine F[C@@]1(C[C@H](O)[C@@H](CO)O1)N1C(=O)NC(=O)C=C1